ClC1=C(C(=CC=C1)Cl)C1CN(C1)C1=CC(=C(CN2CC(C2)(O)C)C=C1)F 1-(4-(3-(2,6-dichlorophenyl)azetidin-1-yl)-2-fluorobenzyl)-3-methylazetidin-3-ol